C(#N)C1=NC2=CC(=CC(=C2N=C1C1=CC=C(C=C1)F)[C@@H](C)NC1=C(C(=O)O)C=CC=C1)C (R)-2-((1-(2-cyano-3-(4-fluorophenyl)-7-methylquinoxalin-5-yl)ethyl)-amino)benzoic acid